[Si](C)(C)(C(C)(C)C)OC=1C=C2C(=NN(C2=CC1)C1OCCCC1)I 5-((tert-butyldimethylsilyl)oxy)-3-iodo-1-(tetrahydro-2H-pyran-2-yl)-1H-indazole